[10-(4,5-dimethoxy-2-methyl-3,6-dioxocyclohex-1,4-dienyl)decyl]triphenylphosphorus COC=1C(C(=C(C(C1OC)=O)CCCCCCCCCC[P](C1=CC=CC=C1)(C1=CC=CC=C1)C1=CC=CC=C1)C)=O